ClC1=C(C=NN1)C1CN(CC(N1)C)C1=NC(=NC=C1)C1=CN=C2N1C=C(N=C2)C(F)(F)F 3-(4-(3-(5-chloro-1H-pyrazol-4-yl)-5-methylpiperazin-1-yl)pyrimidin-2-yl)-6-(trifluoromethyl)imidazo[1,2-a]pyrazine